N-(4-(2-2H-1,2,3-triazolyl)butyl)-3-(3-ethyl-5-(4-hydroxyphenyl)-1-1H-1,2,4-triazolyl)benzamide N=1N(N=CC1)CCCCNC(C1=CC(=CC=C1)N1N=C(N=C1C1=CC=C(C=C1)O)CC)=O